dioxepin-3(4H)-one O1OC(CCC=C1)=O